C(C1=CC=CC=C1)OC=1C2=C(N=C(N1)OC[C@H]1N(CCC1)C)CN(CC2)C2=CC=CC1=CC=CC=C21 4-benzyloxy-2-[[(2S)-1-methylpyrrolidin-2-yl]methoxy]-7-(1-naphthyl)-6,8-dihydro-5H-pyrido[3,4-d]pyrimidine